FC1=C(C=CC=C1C(=O)N)C1=CC=C(C=C1)C 2-fluoro-4'-methyl-[1,1'-biphenyl]-3-carboxamide